4-((1-(tert-butoxycarbonyl)azetidin-3-yl)oxy)-3-nitrobenzoic acid C(C)(C)(C)OC(=O)N1CC(C1)OC1=C(C=C(C(=O)O)C=C1)[N+](=O)[O-]